thianthrene-2,8-dicarboxylic acid dimethyl-thianthrene-2,8-dicarboxylate COC(=O)C1=CC=2SC3=CC(=CC=C3SC2C=C1)C(=O)OC.C1=C(C=CC=2SC3=CC=C(C=C3SC12)C(=O)O)C(=O)O